C(CCCCCCCCCCCCCCCCC)NC(CCCCCCCCCCCCCCCCCCCCC)=O N-stearyl-behenic acid amide